FC1=C(C=CC=C1OC)C=1C(=C2C(=NC(=NN2C1)C=1N(C=CN1)C)O)C1=CC=CC=C1 6-(2-Fluoro-3-methoxyphenyl)-2-(1-methyl-1H-imidazol-2-yl)-5-phenylpyrrolo[2,1-f][1,2,4]triazin-4-ol